lithium-aluminum-nickel oxide [Ni]=O.[Al].[Li]